ClC1=C(C=C(C=C1OC)OC)C1=CC2=C(N=C(N=C2)NCCN2CCOCC2)N2C1=NN=C2 6-(2-chloro-3,5-dimethoxyphenyl)-N-(2-morpholinoethyl)-[1,2,4]tri-azolo[4',3':1,6]pyrido[2,3-d]pyrimidin-2-amine